5-(difluoromethoxy)-4,6-dimethoxy-pyrimidin-2-amine FC(OC=1C(=NC(=NC1OC)N)OC)F